tert-Butyl ((1S,3S)-3-((5-(2,6-difluorophenyl)pyridin-2-yl)amino)cyclopentyl)carbamate tert-Butyl-((1S,3S)-3-((5-iodopyridin-2-yl)amino)cyclopentyl)carbamate C(C)(C)(C)N(C(O)=O)[C@@H]1C[C@H](CC1)NC1=NC=C(C=C1)I.FC1=C(C(=CC=C1)F)C=1C=CC(=NC1)N[C@@H]1C[C@H](CC1)NC(OC(C)(C)C)=O